[O-]C1=C(C=C(C(=C1)C(=O)[O-])[O-])C(=O)[O-] 2,5-dioxidobenzene-1,4-dicarboxylate